3-methyl-1-(3-((2-methylquinazolin-4-yl)oxy)propyl)pyrrolidin-3-ol CC1(CN(CC1)CCCOC1=NC(=NC2=CC=CC=C12)C)O